{2S,3R,4R,5S}-5-(4-amino-2-fluoropyrrolo[2,1-f][1,2,4]triazin-7-yl)-4-fluoro-2-(iodomethyl)tetrahydrofuran-3-ol NC1=NC(=NN2C1=CC=C2[C@H]2[C@@H]([C@@H]([C@H](O2)CI)O)F)F